C(C)(C)(C)OC(=O)C(CCCCCC(=O)OCC1=CC=CC=C1)CC Octane-1,6-dicarboxylic acid 1-benzyl 6-(tert-butyl) ester